(S)-3-((3-(ethoxymethyl)-3-(2-(5-fluorothiophen-2-yl)ethyl)pyrrolidin-1-yl)methyl)pyridine C(C)OC[C@@]1(CN(CC1)CC=1C=NC=CC1)CCC=1SC(=CC1)F